C12C=CC(CC1)CC2 bicyclo[2.2.2]Octa-2-ene